N-Methyl-carbonyl-(N-carbonyl)amine CC(=O)N=C=O